N-(4-methoxy-2-(4-methylpiperazin-1-yl)-5-((6-(3-(3-(phenylethyn-yl)phenyl)isoxazolidin-2-yl)pyrimidin-4-yl)amino)-phenyl)acrylamide COC1=CC(=C(C=C1NC1=NC=NC(=C1)N1OCCC1C1=CC(=CC=C1)C#CC1=CC=CC=C1)NC(C=C)=O)N1CCN(CC1)C